3-((2,6-dimethylphenyl)amino)phenol CC1=C(C(=CC=C1)C)NC=1C=C(C=CC1)O